C(C=C)N1N=C(N=C1)CO (1-allyl-1H-1,2,4-triazol-3-yl)methanol